disodium hexadecyl sulphate, sodium salt [Na+].S(=O)(=O)(OCCCCCCCCCCCCCCCC)[O-].[Na+].[Na+].C(CCCCCCCCCCCCCCC)OS(=O)(=O)[O-].C(CCCCCCCCCCCCCCC)OS(=O)(=O)[O-]